C1(CC1)COC1=CC=C2C(=CNC2=C1)C[C@@H](C)NC(OC(C)(C)C)=O tert-butyl (R)-(1-(6-(cyclopropylmethoxy)-1H-indol-3-yl)propan-2-yl)carbamate